2-bromo-N-(3-bromo-4-methoxyphenyl)acetamide BrCC(=O)NC1=CC(=C(C=C1)OC)Br